1H-pyrazolo[4,3-c]pyridazin-6(5H)-on N1N=CC2=NNC(C=C21)=O